C(C)OC=1C=CC2=C(C=NCO2)C1 6-ethoxy-1,3-benzoxazine